Cl[C@](C#N)(CCl)C (R)-2,3-dichloro-2-methylpropionitrile